(4-Benzylthio-2-methyl-phenylamino)-8-isopropyl-pyrido[2,3-d]Pyrimidin-7-one C(C1=CC=CC=C1)SC1=CC(=C(C=C1)NC=1N=CC2=C(N1)N(C(C=C2)=O)C(C)C)C